C1=CC=CC=2C3=CC=CC=C3C(CC12)CC(=O)N(C1=CC=CC=C1)CC (-)-2-(9,10-Dihydrophenanthren-9-yl)-N-ethyl-N-phenylacetamide